NC1=C(C=C(C#N)C=C1)CCN(C)C 4-amino-3-(2-(dimethylamino)ethyl)benzonitrile